ethyl 2-(4-fluorophenethyl)-4-hydroxy-5-iodo-6-isobutylnicotinate FC1=CC=C(CCC2=C(C(=O)OCC)C(=C(C(=N2)CC(C)C)I)O)C=C1